(S)-4-hydroxy-5-methylfuran OC=1C=COC1C